N-(Cyclopropylmethyl)-6-{4-[1-(4,4,4-trifluorobutan-2-yl)piperidin-4-yl]-1,4-diazepan-1-yl}pyridine-2-carboxamide C1(CC1)CNC(=O)C1=NC(=CC=C1)N1CCN(CCC1)C1CCN(CC1)C(C)CC(F)(F)F